O1C(=NC2=C1C=CC=C2)C2=CC=C(C=C2)N(C=2C=CC1=C(N=C(O1)C1=CC=C(C=C1)N(C1=CC=CC=C1)C1=CC=C(C=C1)C=1OC3=C(N1)C=CC=C3)C2)C2=CC=CC=C2 5-{(4-benzoxazol-2-yl-phenyl)-phenyl-amino}-2-[4-{(4-benzoxazol-2-yl-phenyl)-phenyl-amino}-phenyl]-benzoxazole